N1CC(C1)=C(CN1C(C2=CC=CC=C2C1=O)=O)Br (d)-2-(2-(azetidin-3-ylidene)-2-bromoethyl)isoindoline-1,3-dione